NCCNCCC[SiH2]O[SiH2]CCCNCCN 1,3-bis(2-aminoethylaminopropyl)disiloxane